C1=CC=C(C(=C1)C=O)[N+](=O)[O-] nitrobenzaldehyde